4-(6-bromopyridin-2-yl)piperidine-1,4-dicarboxylic acid 1-(tert-butyl) 4-methyl ester COC(=O)C1(CCN(CC1)C(=O)OC(C)(C)C)C1=NC(=CC=C1)Br